(S)-3-((4-((2-hydroxy-1-phenylethyl)amino)-5-(1,3,4-oxadiazol-2-yl)pyrimidin-2-yl)amino)-6,6-dimethyl-6,9-dihydro-11H-pyridazino[1,2-a]indazol-11-one OC[C@H](C1=CC=CC=C1)NC1=NC(=NC=C1C=1OC=NN1)NC1=CC=C2C(N3N(C2=C1)C(C=CC3)(C)C)=O